2-((1s,2s)-1-(2-cyano-5-fluorophenyl)-1-phenylpropan-2-yl)-5-hydroxy-N-(isoxazol-4-yl)-1-methyl-6-oxo-1,6-dihydropyrimidine-4-carboxamide C(#N)C1=C(C=C(C=C1)F)[C@@H]([C@H](C)C=1N(C(C(=C(N1)C(=O)NC=1C=NOC1)O)=O)C)C1=CC=CC=C1